FC(C1=NC2=C(N1C1=NC(=NC(=N1)N1CCOCC1)N[C@@H](C)C1=CC=CC=C1)C=CC=C2)F (S)-4-(2-(difluoromethyl)-1H-benzo[d]imidazol-1-yl)-6-morpholino-N-(1-phenylethyl)-1,3,5-triazin-2-amine